(3-((2-(3-((6-Fluoro-4-(1H-pyrazol-5-yl)-1H-indol-5-yl)oxy)phenyl)-1H-imidazol-4-yl)methyl)phenyl)propanoic acid FC1=C(C(=C2C=CNC2=C1)C1=CC=NN1)OC=1C=C(C=CC1)C=1NC=C(N1)CC=1C=C(C=CC1)C(C(=O)O)C